5-(4-methoxyphenyl)isoindoline COC1=CC=C(C=C1)C=1C=C2CNCC2=CC1